N-({1-[5-chloro-1-(1-cyclopropyl-1H-pyrazol-4-yl)-1H-indazol-6-yl]piperidin-4-yl}methyl)methane-sulfonamide ClC=1C=C2C=NN(C2=CC1N1CCC(CC1)CNS(=O)(=O)C)C=1C=NN(C1)C1CC1